(4-cyanobenzyl) phosphate P(=O)(OCC1=CC=C(C=C1)C#N)([O-])[O-]